FC1=C(C=CC(=C1F)OC[C@@H]1OCCC1)NC=1C2=C(N=CN1)C=C(C(=N2)O[C@@H]2CN(CC2)C(C=C)=O)F 1-((S)-3-((4-((2,3-difluoro-4-(((R)-tetrahydrofuran-2-yl)methoxy)phenyl)amino)-7-fluoropyrido[3,2-d]pyrimidin-6-yl)oxy)pyrrolidin-1-yl)prop-2-en-1-one